NC1=C(C=C(C=C1C(C)C)F)C1=CC(=NC=C1)N(C)C 4-(2-amino-5-fluoro-3-isopropylphenyl)-N,N-dimethylpyridin-2-amine